6-(5-amino-4-methyl-3-pyridinyl)-7-fluoro-N3-(1-methyl-2,2-dioxo-3H-isothiazolo[4,3-b]pyridin-5-yl)isoquinoline-3,8-diamine NC=1C(=C(C=NC1)C=1C=C2C=C(N=CC2=C(C1F)N)NC1=CC=C2C(=N1)CS(N2C)(=O)=O)C